3-[(3R,9aS)-8-(2-chloro-6-fluoro-3-methoxy-benzoyl)-3,4,6,7,9,9a-hexahydro-1H-pyrazino[2,1-c][1,4]oxazin-3-yl]-5-chloro-1H-pyridin-2-one ClC1=C(C(=O)N2C[C@H]3CO[C@@H](CN3CC2)C=2C(NC=C(C2)Cl)=O)C(=CC=C1OC)F